3-bromo-N-(4-((4-methylphenyl)sulfonamido)phenyl)-benzamide BrC=1C=C(C(=O)NC2=CC=C(C=C2)NS(=O)(=O)C2=CC=C(C=C2)C)C=CC1